4-bromo-2-((4-isocyanatotetrahydro-2H-pyran-4-yl)methyl)benzoic acid isopropyl ester C(C)(C)OC(C1=C(C=C(C=C1)Br)CC1(CCOCC1)N=C=O)=O